ClC1(C2N(CCCOC12)C(=O)OCC1=CC=CC=C1)Cl benzyl 8,8-dichloro-2-oxa-6-azabicyclo[5.1.0]octane-6-carboxylate